OCCCC1=CC=C(C(=O)NC2=C(C=CC=C2)NC(OC(C)(C)C)=O)C=C1 tert-butyl (2-(4-(3-hydroxypropyl)benzamido)phenyl)carbamate